BrC1=CC2=C3C(=CC4=C(C=C(C5=CC=C1C3=C45)C)Br)C(CC2)(C)C 1,7-dibromo-5,5,9-trimethyl-4,5-dihydro-3H-benzo[cd]pyrene